NC=1N=NC(=CC1OCC12CC(C1)(C2)C(=O)NC)C2=C(C=CC=C2)O 3-([[3-amino-6-(2-hydroxyphenyl)pyridazin-4-yl]oxy]methyl)-N-methylbicyclo[1.1.1]pentane-1-carboxamide